N-(1'-(6-methyl-2-(tetrahydrofuran-3-yl)pyrimidin-4-yl)-1',2'-dihydrospiro[cyclopropane-1,3'-pyrrolo[3,2-c]pyridin]-6'-yl)acetamide CC1=CC(=NC(=N1)C1COCC1)N1CC2(C=3C=NC(=CC31)NC(C)=O)CC2